C(CCC=CCC=CCC=CC=CCCC=CCC=CCC)(=O)N[C@@H](CCC(N)=O)C(=O)O N-(4,7,10,12,16,19-docosahexaenoyl)glutamine